N-(2,4-dimethoxybenzyl)-5-nitro-2-(pyridin-3-yl)benzenesulfonamide COC1=C(CNS(=O)(=O)C2=C(C=CC(=C2)[N+](=O)[O-])C=2C=NC=CC2)C=CC(=C1)OC